BrC1=CC=C(C=C1)C=1N=C2N(C=CC=C2)C1CN1CCN(CC1)C(=O)C1CCCC1 (4-{[2-(4-Bromophenyl)imidazo[1,2-a]pyridin-3-yl]methyl}piperazin-1-yl)(cyclopentyl)methanone